(4-fluorophenyl)(4-(imidazo[1,2-a]pyridin-7-yl)-1H-pyrrolo[2,3-c]pyridin-1-yl)methanone FC1=CC=C(C=C1)C(=O)N1C=CC=2C1=CN=CC2C2=CC=1N(C=C2)C=CN1